C(C)(C)C1=C(C(=CC=C1)C(C)C)N1C(C=CC2=CC=CC=C12)C1=C2C(CCC2=CC=C1)NC1=C(C=CC=C1)C N-(2,6-Diisopropylphenyl)-2-[3-(o-tolylamino)-2,3-dihydro-1H-inden-4-yl]quinolin